C(C)OC(COCCOC1CCN(CC1)C(=O)OC(C)(C)C)=O tert-butyl 4-(2-(2-ethoxy-2-oxoethoxy)ethoxy)piperidine-1-carboxylate